[Si](C)(C)(C(C)(C)C)OC[C@H]1NC[C@H](C1)F (2s,4s)-2-(((tert-butyldimethylsilyl)oxy)methyl)-4-fluoropyrrolidine